1-(4-methoxyphenyl)-ethyl dithiobenzoate C(C1=CC=CC=C1)(=S)SC(C)C1=CC=C(C=C1)OC